N1=CC=C(C=C1)CNC(C(C)O)=O N-(4-picolyl)hydroxypropionamide